C(CC(C)C)NC(=O)N1C=NC2=C1C=CC=C2N2CCN(CC2)C N-iso-Pentyl-4-(4-methylpiperazin-1-yl)-1H-benzo[d]imidazole-1-carboxamide